2-[6-[(3aR,7aS)-6-ethyl-3,3a,4,5,7,7a-hexahydro-2H-pyrrolo[2,3-c]pyridin-1-yl]-4-methyl-pyridazin-3-yl]-5-methyl-phenol C(C)N1C[C@@H]2[C@H](CC1)CCN2C2=CC(=C(N=N2)C2=C(C=C(C=C2)C)O)C